2-[2-(4-amino-phenyl)-benzoimidazol-1-yl]-4-methyl-pentanoic acid NC1=CC=C(C=C1)C1=NC2=C(N1C(C(=O)O)CC(C)C)C=CC=C2